C(=O)[O-].C(C)(C)(C)OC(=O)NCCC[N+](CCCC(N1CCNCC1)=O)(CC(=O)OC(C)(C)C)CCCNC(=O)OC(C)(C)C bis[3-(tert-butoxycarbonylamino)propyl]-(2-tert-butoxy-2-oxo-ethyl)-(4-oxo-4-piperazin-1-yl-butyl)ammonium formate